Diaza-norcaranediene C12=NN=CCC1C2